3-(4-(8-Chloro-7-((7-fluoro-2-methyl-1-((2-(trimethylsilyl)ethoxy)methyl)-1H-benzo[d]imidazol-6-yl)oxy)quinoxalin-2-yl)-1H-pyrazol-1-yl)cyclobutan-1-one ClC=1C(=CC=C2N=CC(=NC12)C=1C=NN(C1)C1CC(C1)=O)OC=1C=CC2=C(N(C(=N2)C)COCC[Si](C)(C)C)C1F